N1C=NC(=C1)O Imidazol-4-ol